C1(=CC=CC=C1)C=1C=CC=C(C1)B(O)O 5-phenylphenylboronic acid